4-(1-(6-(2-((2-(2,6-dioxopiperidin-3-yl)-1,3-dioxoisoindolin-5-yl)oxy)acetamido)hexyl)-1H-pyrazol-4-yl)-N-(2-(((S)-2-methylpyrrolidin-1-yl)methyl)-1H-benzo[d]imidazol-5-yl)benzamide O=C1NC(CCC1N1C(C2=CC=C(C=C2C1=O)OCC(=O)NCCCCCCN1N=CC(=C1)C1=CC=C(C(=O)NC2=CC3=C(NC(=N3)CN3[C@H](CCC3)C)C=C2)C=C1)=O)=O